FC1=C(C=CC=C1)C=1C(=NN2C1N=C(C(=C2OC)C2=CC=C(C=C2)OC)NC2=NC=CC=C2)C2=CC=CC=C2 3-(2-fluorophenyl)-7-methoxy-6-(4-methoxyphenyl)-2-phenyl-N-(pyridin-2-yl)pyrazolo[1,5-a]pyrimidin-5-amine